C(C(CCCCCCCCC(CC(=O)O)C(=O)O)C(=O)O)C(=O)O 1,2,11,12-dodecanetetracarboxylic acid